(S)-methyl 2-((4-(6-((benzofuran-3-yl) methoxy) pyridin-2-yl) piperidin-1-yl) methyl)-1-((oxetan-2-yl) methyl)-1H-benzo[d]imidazole-6-carboxylate O1C=C(C2=C1C=CC=C2)COC2=CC=CC(=N2)C2CCN(CC2)CC2=NC1=C(N2C[C@H]2OCC2)C=C(C=C1)C(=O)OC